C(C)(C)(C)C1OCC2=CC=C(C=C12)OC1=CC=C(C=N1)N1C(N[C@](C1=O)(C)CC)=O (5R)-3-[6-[(3-tert-butyl-1,3-dihydroisobenzofuran-5-yl)oxy]-3-pyridinyl]-5-ethyl-5-methyl-imidazolidine-2,4-dione